4-amino-2,5-dimethylbenzoic acid NC1=CC(=C(C(=O)O)C=C1C)C